COC1=C(CCN(C(OC2=CC=C(C=C2)[N+](=O)[O-])=O)C)C=CC=C1 4-nitrophenyl (2-methoxyphenethyl)(methyl)carbamate